C(C)(C)(C)OC(=O)N1C[C@H](CC1)[C@@H](C(=O)OC(C)(C)C)CC=1C=C2C(=NN(C2=CC1)COCC[Si](C)(C)C)CN (3R)-3-[(2S)-3-[3-(aminomethyl)-1-{[2-(trimethylsilyl)ethoxy]methyl}-1H-indazol-5-yl]-1-(tert-butoxy)-1-oxopropane-2-yl]pyrrolidine-1-carboxylic acid tert-butyl ester